FC1(CCC(CC1)NC1=NC(=NC=C1CO)C=1SC=C(N1)C)F (4-((4,4-difluorocyclohexyl)amino)-2-(4-methylthiazol-2-yl)pyrimidin-5-yl)methanol